3-(1-benzyl-3,3-difluoropiperidin-4-yl)-3,9-diazaspiro[5.5]undecane 2,2,2-trifluoroacetate FC(C(=O)O)(F)F.C(C1=CC=CC=C1)N1CC(C(CC1)N1CCC2(CC1)CCNCC2)(F)F